O=C1NC(CCC1N1C(N(C2=C1C=CC=C2C#C[C@H]2CN(CCO2)C(=O)OC(C)(C)C)C)=O)=O tert-butyl (2S)-2-[2-[1-(2,6-dioxo-3-piperidyl)-3-methyl-2-oxo-benzimidazol-4-yl]ethynyl]morpholine-4-carboxylate